NCCCN1C=C(C2=CC(=CC=C12)CN1CCN(CC1)CC1CCN(CC1)C=1C=C2C(N(C(C2=CC1)=O)C1C(NC(CC1)=O)=O)=O)C1=CC=C(C=C1)O 5-(4-((4-((1-(3-aminopropyl)-3-(4-hydroxyphenyl)-1H-indol-5-yl)methyl)piperazin-1-yl)methyl)piperidin-1-yl)-2-(2,6-dioxopiperidin-3-yl)isoindoline-1,3-dione